C1(CC1)N1N=NC(=C1CO[C@H]1[C@@H]2CN([C@H](C1)C2)C2=CC=C(C(=O)O)C=C2)C2=C(C=CC=C2Cl)Cl 4-[(1S,4S,5R)-5-{[1-cyclopropyl-4-(2,6-dichlorophenyl)-1H-1,2,3-triazol-5-yl]methoxy}-2-azabicyclo[2.2.1]heptan-2-yl]benzoic acid